2-isopropoxy-1,3-dimethoxybenzene C(C)(C)OC1=C(C=CC=C1OC)OC